C(=O)(O)C1=C(NC(C)C=2C=C(C=C3C(C=C(OC23)N2CC(C2)C(=O)O)=O)C)C=CC=C1 1-[8-[1-(2-Carboxylanilino)ethyl]-6-methyl-4-oxo-chromen-2-yl]azetidine-3-carboxylic acid